FC1=CC=C(C=C1)/C=C/C(=O)C1=CC=C(C=C1)S(=O)(=O)N[C@H](C(=O)O)C (2S)-2-[[4-[(E)-3-(4-Fluorophenyl)prop-2-enoyl]phenyl]sulfonylamino]propanoic acid